C(C)(C)(C)OC(=O)NCC1=C(C=CC=C1)N1/C(/SC=C1)=N/C(OCC)=O (Z)-ethyl (3-(2-(((tert-butoxycarbonyl)amino)methyl)phenyl)thiazol-2(3H)-ylidene)carbamate